3-ethyl 2-methyl (3S,4aS,6E,8aR)-6-[2-(2H-1,2,3,4-tetrazole-5-yl)ethylidene]-decahydroisoquinoline-2,3-dicarboxylate N=1NN=NC1C\C=C/1\C[C@H]2C[C@H](N(C[C@@H]2CC1)C(=O)OC)C(=O)OCC